C1(CC1)C1=CN(C=2N=CN=C(C21)N2C(CN(CC2)C(C(C)(C)C)=O)C)C=2C=C(C#N)C=CN2 2-(5-cyclopropyl-4-(2-methyl-4-pivaloylpiperazin-1-yl)-7H-pyrrolo[2,3-d]pyrimidin-7-yl)isonicotinonitrile